butyl ((4'-((2-(tert-butyl)-1H-imidazol-1-yl)methyl)-3'-fluoro-5-isobutyl-[1,1'-biphenyl]-2-yl)sulfonyl)carbamate C(C)(C)(C)C=1N(C=CN1)CC1=C(C=C(C=C1)C1=C(C=CC(=C1)CC(C)C)S(=O)(=O)NC(OCCCC)=O)F